P(=O)([O-])([O-])[O-].[Al+3].[Li+].ClC1=C(C(=C(C=C1OC)OC)Cl)N1C(C2=C(C=3C=CC=NC13)N=C(N=C2)N[C@@H]2COCC[C@H]2C(C(=O)N)=C)=O ((3S,4S)-3-((6-(2,6-dichloro-3,5-dimethoxyphenyl)-5-oxo-5,6-dihydropyrimido[5,4-c][1,8]naphthyridin-2-yl)amino)tetrahydro-2H-pyran-4-yl)acrylamide lithium-aluminium phosphate